(E)-3-(mesitylenesulfonyl)-1-phenyl-2-propen-1-one C1(=C(C(=CC(=C1)C)C)S(=O)(=O)/C=C/C(=O)C1=CC=CC=C1)C